N[C@H](C(=O)OC)CC(F)F methyl (S)-2-amino-4,4-difluorobutyrate